FC1=CC(=C(C=C1)C=C1CC2(CN(C2)C(=O)OC(C)(C)C)C1)C(F)(F)F tert-butyl 6-[[4-fluoro-2-(trifluoromethyl) phenyl] methylene]-2-azaspiro[3.3]heptane-2-carboxylate